2-(fluoromethyl)propan-1-ol FCC(CO)C